(2S,3S,4R,5S)-3-(3,4-difluoro-2-methoxy-phenyl)-4,5-dimethyl-5-(trifluoromethyl)tetrahydrofuran FC=1C(=C(C=CC1F)[C@H]1CO[C@@]([C@@H]1C)(C(F)(F)F)C)OC